NC1=NN2C(CN(CC2)C(CC)=O)=C1 1-(2-Amino-6,7-dihydropyrazolo[1,5-a]pyrazin-5(4H)-yl)propan-1-one